C(C)(C)(C)OC(N(CC1=NC2=C(C=CC=C2C=C1)NS(=O)(=O)C1=CC=C(C=C1)C(F)(F)F)CC(NCCN1CCCCC1)=O)=O tert-Butyl(2-oxo-2-((2-(piperidin-1-yl)ethyl)amino)ethyl)((8-((4-(trifluoromethyl)phenyl)sulfonamido)quinolin-2-yl)methyl)carbamate